3-hydroxy-3-(2-methoxypyridin-4-yl)-N-(1-(3-(2,2,2-trifluoroethoxy)phenyl)cyclopropyl)butanamide OC(CC(=O)NC1(CC1)C1=CC(=CC=C1)OCC(F)(F)F)(C)C1=CC(=NC=C1)OC